4-Iodophenylethyl Methacrylate C(C(=C)C)(=O)OCCC1=CC=C(C=C1)I